C(C)(C)(C)OC(NC1=CN(C2=C1C(N(C=C2)CCOC)=O)C)=O (5-(2-Methoxyethyl)-1-methyl-4-oxo-4,5-dihydro-1H-pyrrolo[3,2-c]pyridin-3-yl)carbamic acid tert-butyl ester